(1-phenyl-1H-pyrazol-3-yl)boronic acid C1(=CC=CC=C1)N1N=C(C=C1)B(O)O